vinylisopropylimidazolium bromide [Br-].C(=C)[N+]1=C(NC=C1)C(C)C